1-(tetrahydro-2H-pyran-4-yl)piperidin-4-amine hydrochloride Cl.O1CCC(CC1)N1CCC(CC1)N